COC(=O)[C@@H]1NCCN[C@@H]1CC |r| (±)-rel-(2R,3R)-3-ethylpiperazine-2-carboxylic acid methyl ester